ClC1=C(C=C(C=C1)C1=CSC2=C1C(N(C=C2)CC(=O)N2C[C@H](CC2)F)=O)C(F)(F)F (S)-3-(4-chloro-3-(trifluoromethyl)phenyl)-5-(2-(3-fluoropyrrolidin-1-yl)-2-oxoethyl)thieno[3,2-c]pyridin-4(5H)-one